[Cl-].C(C1=CC=CC=C1)OC1=C2C(=CNC2=CC=C1)CC[NH2+]C(C)C {2-[4-(benzyloxy)-1H-indol-3-yl]ethyl}(propan-2-yl)azanium chloride